O=C1C2(CC2CC(N1)=O)NC(OC(C)(C)C)=O tert-Butyl (2,4-dioxo-3-azabicyclo[4.1.0]heptan-1-yl)carbamate